4-[2-(4-chloro-3-fluorophenoxy)acetamido]-N-[4-(trifluoromethoxy)phenyl]-2-oxabicyclo[2.2.2]octane-1-carboxamide ClC1=C(C=C(OCC(=O)NC23COC(CC2)(CC3)C(=O)NC3=CC=C(C=C3)OC(F)(F)F)C=C1)F